(3-{3-[(4-methoxyphenyl)methyl]-2,4-dioxo-1,3-diazinan-1-yl}phenoxy)acetaldehyde COC1=CC=C(C=C1)CN1C(N(CCC1=O)C=1C=C(OCC=O)C=CC1)=O